(1-(4-(tert-butyl)phenyl)isoquinolin-3-yl)methanamine C(C)(C)(C)C1=CC=C(C=C1)C1=NC(=CC2=CC=CC=C12)CN